The molecule is a sulfonamide that is benzene-1,3-disulfonamide in which the hydrogens at positions 4 and 5 are substituted by chlorine. An oral carbonic anhydrase inhibitor, it partially suppresses the secretion (inflow) of aqueous humor in the eye and so reduces intraocular pressure. It is used for the treatment of glaucoma. It has a role as an EC 4.2.1.1 (carbonic anhydrase) inhibitor, an antiglaucoma drug and an ophthalmology drug. It is a sulfonamide and a dichlorobenzene. C1=C(C=C(C(=C1S(=O)(=O)N)Cl)Cl)S(=O)(=O)N